2-aminopropyl-dimethoxymethylsilane NC(C[SiH2]C(OC)OC)C